COC(C[C@@]1(CCCC2=CC=CC=C12)N[S@@](=O)C(C)(C)C)=O 2-((R)-1-(((S)-tert-butylsulfinyl)amino)-1,2,3,4-tetrahydronaphthalen-1-yl)acetic acid methyl ester